COC1=CC=C(C=C1)CC(CC)=O (p-methoxyphenyl)-2-butanone